OCC1=CC=C(N1C)CCCC (5-(hydroxymethyl)-1-methyl-1H-pyrrol-2-yl)butan